N1C=NC2=C1C=C(C=C2)CN(C2=CC(=NC=C2)OCCOC2=CC(=CC=C2)N(C)C)CC2=CC(=CC=C2)OC N-((1H-benzo[d]imidazol-6-yl)methyl)-2-(2-(3-(dimethylamino)phenoxy)ethoxy)-N-(3-methoxybenzyl)pyridin-4-amine